FC1=C2C=CC=NC2=CC=C1NC1=NC=NC2=CC(=CC(=C12)O[C@@H](C(=O)N1CCOCC1)C)C=1C=NN(C1)C (R)-2-((4-((5-fluoroquinolin-6-yl)amino)-7-(1-methyl-1H-pyrazol-4-yl)quinazolin-5-yl)oxy)-1-morpholinopropan-1-one